Pyrenebutanol C1(=CC=C2C=CC3=CC=CC4=CC=C1C2=C34)CCCCO